hexanediyl bisacrylate C(C=C)(=O)OCCCCCCOC(C=C)=O